FC1(CN(C1)C=1C=C(C(=NC1)C1=CC(=CN1C)C(=O)OC)O)F Methyl 5-[5-(3,3-difluoroazetidin-1-yl)-3-hydroxypyridin-2-yl]-1-methylpyrrole-3-carboxylate